C(CCCCCCCC=CCCCCCCCC)C(C(=O)O)CCCC(=O)O.C(CCCCC(=O)O)(=O)OCCCCCCCC\C=C/CCCCCCCC monooleyl adipate (mono-9-octadecenyl adipate)